(2S,3R,4S,5R)-2-{[bis(4-methoxyphenyl)(phenyl)methoxy]methyl}-4-fluoro-5-(2-fluoro-6-{[(4-methoxyphenyl)diphenylmethyl]amino}purin-9-yl)-2-(hydroxymethyl)oxolan-3-ol COC1=CC=C(C=C1)C(OC[C@@]1(O[C@H]([C@H]([C@@H]1O)F)N1C2=NC(=NC(=C2N=C1)NC(C1=CC=CC=C1)(C1=CC=CC=C1)C1=CC=C(C=C1)OC)F)CO)(C1=CC=CC=C1)C1=CC=C(C=C1)OC